C1=COC(CC1)CCCN 3-(oxacyclohexen-4-yl)propan-1-amine